2-(4-(3-(1-(5-chloropyrimidin-2-yl)piperidin-4-yl)propoxy)-2-fluorophenyl)-1-(3-(2-((2,3-dihydroxy-2-(hydroxymethyl)propyl)amino)ethyl)azetidin-1-yl)ethan-1-one ClC=1C=NC(=NC1)N1CCC(CC1)CCCOC1=CC(=C(C=C1)CC(=O)N1CC(C1)CCNCC(CO)(CO)O)F